{2-[5-(1-{[(3-chlorophenyl)(2,4-dimethylphenyl)methyl]carbamoyl}cyclopropyl)-1H-indol-3-yl]ethoxy}phosphonic acid ClC=1C=C(C=CC1)C(C1=C(C=C(C=C1)C)C)NC(=O)C1(CC1)C=1C=C2C(=CNC2=CC1)CCOP(O)(O)=O